N'-((3,3-dimethyl-1,2,3,5,6,7-hexahydrodicyclopenta[b,e]pyridin-8-yl)carbamoyl)-4-(2-hydroxypropan-2-yl)pyridine-2-sulfonimidamide CC1(CCC=2C1=NC1=C(C2NC(=O)N=S(=O)(N)C2=NC=CC(=C2)C(C)(C)O)CCC1)C